5-((3-(7-(((3S,4R)-3-fluoro-1-(methyl-d3)piperidin-4-yl)amino)-3-((trifluoromethyl)thio)pyrazolo[1,5-a]pyridin-2-yl)prop-2-yn-1-yl)amino)-4-methoxy-N-methylpicolinamide F[C@H]1CN(CC[C@H]1NC1=CC=CC=2N1N=C(C2SC(F)(F)F)C#CCNC=2C(=CC(=NC2)C(=O)NC)OC)C([2H])([2H])[2H]